2-[1,1'-Biphenyl]-3-yl-9H-carbazole C1(=CC(=CC=C1)C1=CC=2NC3=CC=CC=C3C2C=C1)C1=CC=CC=C1